3-n-butyl-5-chloro-3-hydroxyisoindoline C(CCC)C1(NCC2=CC=C(C=C12)Cl)O